1-[2-(azetidin-1-yl)-2-oxo-ethyl]-3-methyl-6-[2-(trifluoromethyl)thiazol-4-yl]imidazo[4,5-b]pyridin-2-one N1(CCC1)C(CN1C(N(C2=NC=C(C=C21)C=2N=C(SC2)C(F)(F)F)C)=O)=O